3-[2-[tert-butoxycarbonyl(2,2,2-trifluoroethyl)amino]ethoxy]-5-[[(2S)-oxetan-2-yl]methylamino]benzoate C(C)(C)(C)OC(=O)N(CCOC=1C=C(C(=O)[O-])C=C(C1)NC[C@H]1OCC1)CC(F)(F)F